CC1=CC=CC(=N1)C1=CC(=NN1)NC=1N=C(C2=C(N1)C=C(O2)C2=CC=NC=C2)N2CCOCC2 N-[5-(6-methyl-2-pyridyl)-1H-pyrazol-3-yl]-4-morpholino-6-(4-pyridyl)furo[3,2-d]pyrimidin-2-amine